4-(3-(4-(5-chlorothiophen-2-yl)-2H-1,2,3-triazol-2-yl)pentan-3-yl)-N,N-dimethylaniline ClC1=CC=C(S1)C1=NN(N=C1)C(CC)(CC)C1=CC=C(N(C)C)C=C1